2-Bromo-5-(4-chlorobutoxy)benzaldehyde BrC1=C(C=O)C=C(C=C1)OCCCCCl